n-undecane magnesium chloride [Cl-].[Mg+2].CCCCCCCCCCC.[Cl-]